N[C@@H](CCC(=O)O)C(=O)C(OC1=C(C=CC=C1F)F)C(=O)C(C([C@@H](N)CCC(=O)O)=O)OC1=C(C=CC=C1F)F glutamyl(2,6-difluorophenoxy)methyl ketone